N1C=CC2=CC=CC(=C12)C=1N=NN(C1)C=1C=CC=C2C=CC(OC12)=O 8-(4-(1H-indol-7-yl)-1H-1,2,3-triazol-1-yl)-2H-chromen-2-one